8'-Chloro-6'-((5S)-5-methylpiperidin-2-yl)-1',4'-dihydro-2'H-spiro[cyclopropane-1,3'-quinoline]-2'-one ClC=1C=C(C=C2CC3(C(NC12)=O)CC3)C3NC[C@H](CC3)C